(3,3-difluoro-4-hydroxy-1-azaspiro[4.4]nonan-1-yl)(4,5-difluoro-6-methylpyridin-2-yl)methanone FC1(CN(C2(C1O)CCCC2)C(=O)C2=NC(=C(C(=C2)F)F)C)F